3-(5-(3,8-diazabicyclo[3.2.1]octan-8-yl)-1-oxoisoindolin-2-yl)piperidine-2,6-dione C12CNCC(CC1)N2C=2C=C1CN(C(C1=CC2)=O)C2C(NC(CC2)=O)=O